C(C)OC(CC=1C(=NN(C1C)C1=CC=2C(N=C1C)=NN(C2)C)I)=O Ethyl-2-(1-{2,6-dimethyl-2H-pyrazolo[3,4-b]pyridin-5-yl}-3-iodo-5-methyl-1H-pyrazol-4-yl)acetate